OCCOCCNC(=NC1CCCCC1)NC1CCCCC1 1-(5-hydroxy-3-oxa-pentyl)-2,3-dicyclohexylguanidine